5-(2-(dimethylamino)ethoxy)thiochroman-4-one tert-butyl-1-methyl-7-(trifluoromethylsulfonyloxy)-3,4-dihydro-1H-2,6-naphthyridine-2-carboxylate C(C)(C)(C)OC(=O)N1C(C2=CC(=NC=C2CC1)OS(=O)(=O)C(F)(F)F)C.CN(CCOC1=C2C(CCSC2=CC=C1)=O)C